O=C1NC(CC[C@@H]1N1C(C2=CC=C(C=C2C1)N1CCN(CC1)C1CCN(CC1)C1CCN(CC1)C(=O)OC(C)(C)C)=O)=O tert-butyl (S)-4-(4-(2-(2,6-dioxopiperidin-3-yl)-1-oxoisoindolin-5-yl)piperazin-1-yl)-[1,4'-bipiperidine]-1'-carboxylate